COC1=CC=C(C=C1)CC(=O)NC1=CC=C(C(=O)NCC(=O)NS(=O)(=O)C)C=C1 4-(2-(4-methoxyphenyl)acetamido)-N-(2-(methylsulfonamido)-2-oxoethyl)benzamide